tert-butyl-5-hydroxy-2,2-dimethylpiperidine-1-carboxylate C(C)(C)(C)OC(=O)N1C(CCC(C1)O)(C)C